[O-]S(=O)(=O)C(F)(F)F.C(CCCCCCCCCC)[N+]1=CC=C(C=C1)CCC 1-undecyl-4-propylpyridinium triflat